5-bromo-4-(2-chlorophenyl)-2-methoxy-pyridine BrC=1C(=CC(=NC1)OC)C1=C(C=CC=C1)Cl